silicon-aluminum-calcium-sodium-potassium [K].[Na].[Ca].[Al].[Si]